2-Hydroxyethyl nitrate [N+](=O)(OCCO)[O-]